N-(3-fluoro-2'-hydroxy-3'-(pyridin-4-yl)-[1,1'-biphenyl]-4-yl)acetamide FC=1C=C(C=CC1NC(C)=O)C1=C(C(=CC=C1)C1=CC=NC=C1)O